C(C1=CC=CC=C1)OC(=O)N1CCN(CC1)C1=NC(=NC=C1)N1[C@H]2CN(C[C@@H]1CC2)C(=O)OC(C)(C)C tert-butyl (1R,5S)-8-[4-(4-benzyloxycarbonylpiperazin-1-yl)pyrimidin-2-yl]-3,8-diazabicyclo[3.2.1]octane-3-carboxylate